7-chloro-2,6-naphthyridin-3-amine ClC1=NC=C2C=C(N=CC2=C1)N